(4S)-4-hydroxytetrahydrofuran-2-one O[C@H]1CC(OC1)=O